C1(=CC=CC=C1)N(C(C1=C(C=CC=C1)C)=O)C1=CC=CC=C1 N,N-diphenyl-methylbenzamide